2-(2-Bromopropionylamino)isonicotinic acid ethyl ester C(C)OC(C1=CC(=NC=C1)NC(C(C)Br)=O)=O